N1(CCCCC1)C1=CC=C(OC2=CN=C(S2)C2(CCC2)C(=O)N)C=C1 (5-(4-(piperidin-1-yl)phenoxy)thiazol-2-yl)cyclobutanecarboxamide